4-chlorohomophenylalanine ClC1=CC=C(CC[C@H](N)C(=O)O)C=C1